rac-(5s,7s)-2-[(R)-cyclopropylmethylsulfinyl]-7-fluoro-5-phenyl-6,7-dihydro-5H-pyrrolo[1,2-b][1,2,4]triazole C1(CC1)C[S@@](=O)C=1N=C2N(N1)[C@@H](C[C@@H]2F)C2=CC=CC=C2 |&1:11,13|